BrC1=CC(=C2C(=CN=NC2=C1)O)C 7-bromo-5-methylcinnolin-4-ol